NC=1N=NC(=CC1NCC1C2(CC1C2)C(=O)NC)C2=C(C=CC=C2)O ([[3-amino-6-(2-hydroxyphenyl)pyridazin-4-yl]amino]methyl)-N-methylbicyclo[1.1.1]pentane-1-carboxamide